C(C)N1C2=CC=CC=C2SC=2C=C(C=CC12)C=CC(C=CC=1C=CC=2N(C3=CC=CC=C3SC2C1)CC)=O 1,5-bis(10-ethyl-10H-phenothiazin-3-yl)penta-1,4-dien-3-one